C(C)O[Si](CCCN(CN(C1=NC(=NC(=N1)N(COCCC)COCCC)N(COCCC)COCCC)COCCC)C)(OCC)OCC N-(5-Triethoxysilyl-2-aza-2-methyl-pentyl)-N,N',N',N'',N''-pentakis-propoxymethyl-[1,3,5]triazin-2,4,6-triamin